FC1=C(C=C(C=C1)C=1OC(=NN1)C=1OC=CC1)NC(C1=C(C=CC(=C1)CCCN1CCOCC1)OC)=O N-(2-fluoro-5-(5-(furan-2-yl)-1,3,4-oxadiazol-2-yl)phenyl)-2-methoxy-5-(3-morpholinylpropyl)benzamide